O[C@@H]1[C@H](CNC1)NC(=O)C1=CC=C(C=C1)C1=C(N(C=C1)S(N)(=O)=O)C(=O)O 3-[4-[[(3S,4S)-4-Hydroxypyrrolidin-3-yl]carbamoyl]phenyl]-1-sulfamoyl-pyrrole-2-carboxylic acid